{[4-(4-methylphenyl)butanoyl]amino}-4-pyridinecarboxylic acid CC1=CC=C(C=C1)CCCC(=O)NC1=NC=CC(=C1)C(=O)O